CC1N(CC12CCN(CC2)C(=O)OC(C)(C)C)C(C=C)=O tert-butyl 3-methyl-2-prop-2-enoyl-2,7-diazaspiro[3.5]nonane-7-carboxylate